fluoro-1-(5-iodo-2-nitrophenyl)piperidine FC1N(CCCC1)C1=C(C=CC(=C1)I)[N+](=O)[O-]